C(#N)C1(CC1)NS(=O)(=O)C=1C=C(C=2N(C1)C(=NC2)C=2SC(=NN2)C(F)F)N(C)C2=CC=C(C=C2)OC N-(1-cyanocyclopropyl)-3-(5-(difluoromethyl)-1,3,4-thiadiazol-2-yl)-8-((4-methoxyphenyl)(methyl)amino)imidazo[1,5-a]pyridine-6-sulfonamide